C1C2C=CC1C3C2C(=O)OC3=O methylenetetrahydrophthalic anhydride